tert-butyl N-[(1S,2R)-2-hydroxycyclopentyl]carbamate O[C@H]1[C@H](CCC1)NC(OC(C)(C)C)=O